diaminostilbene-2,2-disulfonic acid NC(=C(C1C(C=CC=C1)(S(=O)(=O)O)S(=O)(=O)O)N)C1=CC=CC=C1